COC=1C=C(C=CC1OC)C1=CC=2C=NC(=CC2N1C)C1CCN(CC1)C1CCN(CC1)C(=O)C1=CC=CC=C1 (4-(2-(3,4-dimethoxyphenyl)-1-methyl-1H-pyrrolo[3,2-c]pyridin-6-yl)-[1,4'-bipiperidin]-1'-yl)(phenyl)methanone